6-[[3-(difluoromethyl)-5-methyl-pyrazol-1-yl]methyl]-2-azaspiro[3.3]heptane-2-carboxylic acid tert-butyl ester C(C)(C)(C)OC(=O)N1CC2(C1)CC(C2)CN2N=C(C=C2C)C(F)F